C(C)N(C(C(C)O)=O)CCN1CCC(CC1)C1=NOC2=C1C=CC(=C2)F N-ethyl-N-{2-[4-(6-fluoro-1,2-benzisoxazol-3-yl)piperidin-1-yl]ethyl}-2-hydroxy-propionamide